2-(4-chloro-3-fluorophenoxy)-N-[(3S)-4-{2-[(5,6-dimethylpyridin-3-yl)oxy]acetamido}-3-hydroxybicyclo[2.2.2]octan-1-yl]acetamide ClC1=C(C=C(OCC(=O)NC23C[C@@H](C(CC2)(CC3)NC(COC=3C=NC(=C(C3)C)C)=O)O)C=C1)F